(1aS,7bR)-5-({1-[(2R)-2-amino-2-(1H-imidazol-4-yl)propanoyl]azetidin-3-yl}oxy)-2-hydroxy-1,1a,2,7b-tetrahydrocyclopropa[c][1,2]benzoxaborinine-4-carboxylic acid N[C@](C(=O)N1CC(C1)OC1=C(C2=C([C@H]3[C@@H](B(O2)O)C3)C=C1)C(=O)O)(C)C=1N=CNC1